FC=1C=C(C=C(C1)C=1OC(=NN1)C)NC1=NC(=NC(=C1)C1=NC=CN=C1)[C@@H]1CC[C@@H](N(C1)C(C)=O)C 1-((2S,5R)-5-(4-((3-fluoro-5-(5-methyl-1,3,4-oxadiazol-2-yl)phenyl)amino)-6-(pyrazin-2-yl)pyrimidin-2-yl)-2-methylpiperidin-1-yl)ethan-1-one